acetic acid [(2-chloro-3-fluoro-phenyl)-(5-chloro-3-pyrrolidin-1-yl-9H-xanthen-9-yl) methyl]Ester ClC1=C(C=CC=C1F)C(C1C2=CC=CC(=C2OC=2C=C(C=CC12)N1CCCC1)Cl)OC(C)=O